FC1=CC2=C(C=CO2)C=C1CCNC(OC(C)(C)C)=O Tert-butyl (2-(6-fluorobenzofuran-5-yl)ethyl)carbamate